(R)-4-((1-(Benzo[d][1,3]Dioxol-5-Yl) Propan-2-Yl)Amino)-4-Oxobutyl Nitrate [N+](=O)(OCCCC(=O)N[C@@H](CC1=CC2=C(OCO2)C=C1)C)[O-]